6-acetyl-8-cyclopentyl-2-(5-dimethylamino-pyridin-2-ylamino)-8H-pyrido[2,3-d]Pyrimidin-7-one C(C)(=O)C1=CC2=C(N=C(N=C2)NC2=NC=C(C=C2)N(C)C)N(C1=O)C1CCCC1